Ethyl (S)-2-(4,4-difluorocyclohexyl)propanoate FC1(CCC(CC1)[C@@H](C(=O)OCC)C)F